BrC1=C(C=C2C(=NC(=NC2=C1F)Cl)N1CC(N(CC1C(N(C)CCCO)=O)C(=O)[O-])C)Cl 4-(7-bromo-2,6-dichloro-8-fluoroquinazolin-4-yl)-5-((3-hydroxypropyl) (methyl) carbamoyl)-2-methylpiperazine-1-carboxylate